ClC1=CC=C(C(=C1CC(=O)NC1=CC(=C(C=C1)OC1=CC(=CC=C1)Cl)S(N)(=O)=O)F)C 2-(6-chloro-2-fluoro-3-methylphenyl)-N-[4-(3-chlorophenoxy)-3-sulfamoylphenyl]acetamide